tert-butyl 4-(3-(((1r,4r)-4-((tert-butoxycarbonyl)amino)cyclohexyl)(2-(2,6-dioxopiperidin-3-yl)-1-oxoisoindolin-4-yl)amino)propyl)piperazine-1-carboxylate C(C)(C)(C)OC(=O)NC1CCC(CC1)N(CCCN1CCN(CC1)C(=O)OC(C)(C)C)C1=C2CN(C(C2=CC=C1)=O)C1C(NC(CC1)=O)=O